2-(3-bromo-2-(2-hydroxyethyl)phenyl)-5-hydroxy-N-(isoxazol-4-yl)-1-methyl-6-oxo-1,6-dihydropyrimidine-4-carboxamide BrC=1C(=C(C=CC1)C=1N(C(C(=C(N1)C(=O)NC=1C=NOC1)O)=O)C)CCO